OC[C@H]1OC[C@@H]([C@H]([C@H]1O)O)NC1=NC(=NS1)N1CCOCC1 (2R,3R,4R,5S)-2-(hydroxymethyl)-5-((3-morpholino-1,2,4-thiadiazol-5-yl)amino)tetrahydro-2H-pyran-3,4-diol